CN1C=C(C=2C(N(C=C(C21)C)C)=O)C(=O)N2CC(CCC2)C2=CC=CC=C2 1,5,7-trimethyl-3-((3-phenylpiperidin-1-yl)carbonyl)-1,5-dihydro-4H-pyrrolo[3,2-c]pyridin-4-one